Platinum-boron [B].[Pt]